N-[(3S,4S)-1-(2-methoxyethyl)-3-methyl-4-piperidyl]-6-[3-(4-mesyl-2-anisidino)-1-propynyl]-1-(2,2,2-trifluoroethyl)-1H-1,3-benzimidazole-4-carboxamide COCCN1C[C@@H]([C@H](CC1)NC(=O)C1=CC(=CC=2N(C=NC21)CC(F)(F)F)C#CCNC=2C(OC)=CC=C(C2)S(=O)(=O)C)C